OC1(CCN(CC1)C(=O)C=1C=NN(C1)C)CN1C=NC=2C(C1=O)=NN(C2C=2C=C1CCC(C1=CC2)=O)C 6-((4-hydroxy-1-(1-methyl-1H-pyrazole-4-carbonyl)piperidin-4-yl)methyl)-2-methyl-3-(1-oxo-2,3-dihydro-1H-inden-5-yl)-2H-pyrazolo[4,3-d]pyrimidin-7(6H)-one